FC(S(=O)(=O)OC1=CCC2(CCN(C2)C(=O)OC(C)(C)C)C1)(F)F tert-butyl 8-(trifluoromethylsulfonyloxy)-2-azaspiro[4.4]non-7-ene-2-carboxylate